C1(CC1)CC1=C(C(=NN1C=1SC=C(N1)C(=O)O)C=1C=C(C(=CC1)F)C1=CC=C(C=C1)N(C)C)CC1=CC(=C(C=C1)S(N)(=O)=O)F 2-(5-(cyclopropylmethyl)-3-(4'-(dimethylamino)-6-fluoro-[1,1'-biphenyl]-3-yl)-4-(3-fluoro-4-sulfamoylbenzyl)-1H-pyrazol-1-yl)thiazole-4-carboxylic acid